CC1CCC1C 2,3-dimethylcyclobutane